tert-butyl 2-[(1-benzyl-3,6-dihydro-2H-pyridin-4-yl)oxy]-7-azaspiro[3.5]nonane-7-carboxylate C(C1=CC=CC=C1)N1CCC(=CC1)OC1CC2(C1)CCN(CC2)C(=O)OC(C)(C)C